ClC1=NC2=CC(=CC=C2C=C1C1CC(=NN1C(CCCC(=O)O)=O)C1=CC=C(C=C1)O)OCC 5-(5-(2-Chloro-7-ethoxyquinolin-3-yl)-3-(4-hydroxyphenyl)-4,5-dihydro-1H-pyrazol-1-yl)-5-oxopentanoic acid